C(C1=CC=CC=C1)(=O)OCOC(C1=CC=CC=C1)=O dibenzoyloxymethane